(rac)-benzyl trans-4-allyl-3-azido-1-(N-((tert-butoxycarbonyl)glycyl)sulfamoyl)pyrrolidine-3-carboxylate C(C=C)[C@H]1[C@](CN(C1)S(NC(CNC(=O)OC(C)(C)C)=O)(=O)=O)(C(=O)OCC1=CC=CC=C1)N=[N+]=[N-] |r|